3-(4-(methoxycarbonyl)phenyl)cyclopentane-1-carboxylic acid COC(=O)C1=CC=C(C=C1)C1CC(CC1)C(=O)O